C1CCCCC1NC=1C=2N=CN([C@H]3[C@H](O)[C@H](O)[C@@H](CO)O3)C2N=CN1 N-6-cyclohexyladenosine